N1C=CC2=CC3=C(C=C12)C=CC=C3 benz[f]indole